1-[2-(beta-D-Glucopyranosyloxy)-4,6-dihydroxyphenyl]-3-phenyl-2-propene-1-one [C@@H]1([C@H](O)[C@@H](O)[C@H](O)[C@H](O1)CO)OC1=C(C(=CC(=C1)O)O)C(C=CC1=CC=CC=C1)=O